CC1=C(C=CC(=C1)[N+](=O)[O-])S(=O)(=O)NCCOCCOCCOCCOCCNC(OCCCC)=O Butyl (14-((2-methyl-4-nitrophenyl)sulfonamido)-3,6,9,12-tetraoxatetradecyl)carbamate